CC1=CC=C(C=C1)S(=O)(=O)OC1=CC(=C(C(=C1C)OCC1=CC=CC=C1)C=O)OS(=O)(=O)C1=CC=C(C=C1)C 5-(benzyloxy)-4-formyl-6-methyl-1,3-phenylene bis(4-methylbenzene-sulfonate)